7-Bromo-3-butyl-8-hydroxy-2-methyl-5-phenyl-2,3,4,5-tetrahydrobenzo[f][1,2,5]thiadiazepine 1,1-dioxide BrC=1C(=CC2=C(N(CC(N(S2(=O)=O)C)CCCC)C2=CC=CC=C2)C1)O